3-fluoro-5-(7-fluoro-2-methyl-indazol-5-yl)pyridin-2-amine FC=1C(=NC=C(C1)C1=CC2=CN(N=C2C(=C1)F)C)N